N4-butyl-N2-(2-methoxy-4-(morpholino-sulfonyl)phenyl)-5-(trifluoromethyl)-7H-pyrrolo[2,3-d]pyrimidine-2,4-diamine C(CCC)NC=1C2=C(N=C(N1)NC1=C(C=C(C=C1)S(=O)(=O)C1CNCCO1)OC)NC=C2C(F)(F)F